ClC1=C(OC2=C1C=C(C=C2C(=O)O)C)CN2CC1=CC=CN3C1=C(C2=O)C=N3 3-chloro-5-methyl-2-((3-oxo-3H-pyrazolo[4,5,1-ij][1,6]naphthyridin-4(5H)-yl)methyl)benzofuran-7-carboxylic acid